FC1=CC=C(C=C1)C=1C=C2C=NN(C2=C(C1)C(=O)NCC1=CC=C(C(=O)O)C=C1)CC1=CC=C(C=C1)C(F)(F)F 4-((5-(4-fluorophenyl)-1-(4-(trifluoromethyl)benzyl)-1H-indazole-7-carboxamido)methyl)benzoic acid